C(=O)(C=1C(OC2=CC(=CC(=C2C1)OC)OC)=O)C=1C(OC2=CC(=CC(=C2C1)OC)OC)=O carbonylbis(5,7-dimethoxycoumarin)